BrC1=CC=C(C=2C=COC21)I 7-bromo-4-iodobenzofuran